N-(6-((5-bromo-2-((5-bromo-2-chloro-4-(4-(4-methylpiperazin-1-yl)piperidine-1-yl)phenyl)amino)pyrimidin-4-yl)amino)-2,3-dihydrobenzofuran-5-yl)methanesulfonamide BrC=1C(=NC(=NC1)NC1=C(C=C(C(=C1)Br)N1CCC(CC1)N1CCN(CC1)C)Cl)NC1=CC2=C(CCO2)C=C1NS(=O)(=O)C